2-(benzo[d][1,3]dioxol-5-ylmethylene)-9-(4-oxo-4H-chromen-3-yl)-8,9-dihydro-7H-furo[2,3-f]chromene-3,7(2H)-dione O1COC2=C1C=CC(=C2)C=C2C(C=1C(=C3C(CC(OC3=CC1)=O)C1=COC3=CC=CC=C3C1=O)O2)=O